BrC1=NC=CC(=C1)CCBr 2-bromo-4-(2-bromoethyl)pyridine